2-((R)-1-(4-(6-((4-Chloro-2-fluorobenzyl)oxy)pyridin-2-yl)piperazin-1-yl)ethyl)-1-(((S)-oxetane-2-yl)methyl)-1H-benzo[d]imidazole-6-carboxylic acid ClC1=CC(=C(COC2=CC=CC(=N2)N2CCN(CC2)[C@H](C)C2=NC3=C(N2C[C@H]2OCC2)C=C(C=C3)C(=O)O)C=C1)F